ethyl-3-(6-methyl-[1,2,4]triazolo[1,5-a]pyridin-8-yl)-5-(trifluoromethyl)-3-azabicyclo[3.1.0]hexane-1-carboxylate C(C)OC(=O)C12CN(CC2(C1)C(F)(F)F)C=1C=2N(C=C(C1)C)N=CN2